[O-]S(=O)(=O)C(F)(F)F.C1(=CC=CC=C1)P(C1=CC=CC=C1)C1=CC=CC=C1.[Au+3].[O-]S(=O)(=O)C(F)(F)F.[O-]S(=O)(=O)C(F)(F)F gold triphenylphosphine triflate